2,4-difluorophenylacetonitrile FC1=C(C=CC(=C1)F)CC#N